6-[3-(4-fluoroanilino)-7,8-dihydro-5H-1,6-naphthyridin-6-yl]-5-methyl-pyridine FC1=CC=C(NC=2C=NC=3CCN(CC3C2)C2=C(C=CC=N2)C)C=C1